ClC1=CC(=C(CO[C@@H]2C[C@H](C2)C(=O)NCC2=C(C(=C(C=C2)C(F)(F)F)C=2NC(C=C(N2)C(F)F)=O)F)C=C1)F trans-3-[(4-chloro-2-fluorobenzyl)oxy]-N-{3-[4-(difluoromethyl)-6-oxo-1,6-dihydropyrimidin-2-yl]-2-fluoro-4-(trifluoromethyl)benzyl}cyclobutane-1-carboxamide